C(C1=CC=CC=C1)N1CCC(CC1)(C(=O)N[C@@H]1CN(CC1)C)C=1C=CC(=NC1)C=1C(=NC=CC1)OCC 1-benzyl-4-{2'-ethoxy-[2,3'-bipyridin]-5-yl}-N-[(3S)-1-methylpyrrolidin-3-yl]piperidine-4-carboxamide